hydroxytetrahydro-2H-pyran-2-carboxylic acid OC1(OCCCC1)C(=O)O